(1R,3S)-5'-(4-Amino-3-(dimethylcarbamoyl)-2-fluorophenyl)-4'-chloro-3-ethyl-1',2'-dihydrospiro[cyclopentane-1,3'-pyrrolo[2,3-b]pyridine]-3-carboxamide NC1=C(C(=C(C=C1)C=1C(=C2C(=NC1)NC[C@]21C[C@](CC1)(C(=O)N)CC)Cl)F)C(N(C)C)=O